C(CCC(=O)[O-])(=O)OCC(CCCC)(C)C dl-2,2-dimethylhexyl succinate